2,4,5-trimethyl-benzene CC1=CC=C(C(=C1)C)C